6-Fluoro-7-nitro-2,3-dihydrobenzo[b][1,4]dioxin-5-carboxylic acid methyl ester COC(=O)C1=C(C(=CC=2OCCOC21)[N+](=O)[O-])F